6-methyl-N-[4-(methylsulfonyl)benzyl]-2-oxo-5-pyrazin-2-yl-1-[3-(trifluoro-methyl)phenyl]-1,2-dihydropyridine-3-carboxamide CC1=C(C=C(C(N1C1=CC(=CC=C1)C(F)(F)F)=O)C(=O)NCC1=CC=C(C=C1)S(=O)(=O)C)C1=NC=CN=C1